(3R,4R)-4-((3-cyclopropyl-7-((3,5-difluorophenyl)amino)pyrazolo[1,5-a]pyrimidin-5-yl)aminomethyl)piperidin-3-ol C1(CC1)C=1C=NN2C1N=C(C=C2NC2=CC(=CC(=C2)F)F)NC[C@@H]2[C@H](CNCC2)O